CC=1C=C(C=C2C=CC=NC12)N[C@H]1CN(CC1)CC(=O)N1[C@@H](CCC1)C#N (2S)-1-[2-[(3R)-3-[(8-methyl-6-quinolinyl)amino]pyrrolidin-1-yl]acetyl]pyrrolidine-2-carbonitrile